sec-amyl alcohol acetate C(C)(=O)OC(C)CCC